(Z)-tert-butyl ((2-((2'-chloro-5'-methoxy-6-methyl-[4,4'-bipyridine]-3-carbonyl)imino)-5-methoxy-1,3,4-thiadiazol-3(2H)-yl)methyl) succinate C(CCC(=O)OCN1C(SC(=N1)OC)=NC(=O)C=1C=NC(=CC1C1=CC(=NC=C1OC)Cl)C)(=O)OC(C)(C)C